3-(5-(difluoromethyl)-1,3,4-thiadiazol-2-yl)-8-(4-isobutyrylpiperazin-1-yl)-N-(3-methyltetrahydrofuran-3-yl)imidazo[1,5-a]pyridine-6-sulfonamide FC(C1=NN=C(S1)C1=NC=C2N1C=C(C=C2N2CCN(CC2)C(C(C)C)=O)S(=O)(=O)NC2(COCC2)C)F